CC(C(=O)NC1C(CN(CC1)C(=O)OC(C)(C)C)(F)F)(COC1=NC=CC=C1C(F)(F)F)C tert-butyl 4-(2,2-dimethyl-3-((3-(trifluoromethyl) pyridin-2-yl) oxy) propanamido)-3,3-difluoropiperidine-1-carboxylate